2,2-Difluoro-N-[rac-(2R,3S)-1-[1-(5-fluoro-2-pyridyl)indazol-5-yl]-5-oxo-2-phenyl-pyrrolidin-3-yl]propanamid FC(C(=O)N[C@@H]1[C@H](N(C(C1)=O)C=1C=C2C=NN(C2=CC1)C1=NC=C(C=C1)F)C1=CC=CC=C1)(C)F |r|